BrC1=CN=C2N1N=C(C=C2[C@@H]2[C@H](C2)C(C)C)N2C(NC(C=C2)=O)=O (3-bromo-8-((1s,2r)-2-isopropylcyclopropyl)imidazo[1,2-b]pyridazin-6-yl)pyrimidine-2,4(1h,3h)-dione